C(C(C)C)S(=O)(=O)C1=NN(C=C1C=1C(=NC(=NC1)N)N)C (3-(isobutylsulfonyl)-1-methyl-1H-4-pyrazolyl)-2,4-diaminopyrimidine